(cyclopent-3-en-1-yl)-3-(1,4-dimethyl-1H-1,2,3-triazol-5-yl)-5H-pyrido[3,2-b]indole-7-carboxylic acid methyl ester COC(=O)C=1C=CC=2C3=C(NC2C1)C=C(C(=N3)C3CC=CC3)C3=C(N=NN3C)C